N-[(3-Cyano-phenyl)-methyl]-2-ethylsulfanyl-4-methyl-6-morpholin-4-yl-pyridine-3-carboxylic acid amide C(#N)C=1C=C(C=CC1)CNC(=O)C=1C(=NC(=CC1C)N1CCOCC1)SCC